FC1=C(C=C(C=C1)F)I 1,4-difluoro-2-iodobenzene